4-(4-maleimidophenyl)butanoic acid succinimidyl ester C1(CCC(N1OC(CCCC1=CC=C(C=C1)N1C(C=CC1=O)=O)=O)=O)=O